P(=O)(O)(O)OC[C@@H]1[C@H]([C@H](C(O1)NC=1C(C(=O)[O-])=CC=CC1)O)O N-(5-phosphoribosyl)-anthranilate